CCCCCCCC(=O)O[C@H](CC(=O)[O-])C[N+](C)(C)C The molecule is the L-enantiomer of an O-octanoylcarnitine. It has a role as a human metabolite. It is an O-octanoylcarnitine and a saturated fatty acyl-L-carnitine. It is an enantiomer of an O-octanoyl-D-carnitine.